1-(2-β-galactopyranosylethoxy)-1,4,7,10-tetraazacyclododecane [C@@H]1([C@H](O)[C@@H](O)[C@@H](O)[C@H](O1)CO)CCON1CCNCCNCCNCC1